2-(2-amino-5-fluoro-4-(hydroxymethyl)phenyl)-4-cyclopropyl-1,1,1-trifluorobut-3-yn-2-ol NC1=C(C=C(C(=C1)CO)F)C(C(F)(F)F)(C#CC1CC1)O